COC=1C=C(C=CC1OC)NC1=NC=CC2=CC(=CC=C12)C 1-((3,4-dimethoxyphenyl)amino)-6-methylisoquinoline